[O-2].[Cr+3].[Fe+2].[Cu+2] copper-iron-chromium oxide